1,3,5-trimethyl-pyrazole-4-amine CN1N=C(C(=C1C)N)C